C[Si](O[Si](O[Si](CCCN)(C)C)(C)C)(CCCN)C 1,1,3,3,5,5-Hexamethyl-1,5-bis(3-aminopropyl)-trisiloxan